C(C)(C)C1=C(C(=CC=C1)C(C)C)N1C(N(C(=C1C)C)CC1=C(C=C(C=C1C)C)C)=[Au-2]Cl 1-(2,6-diisopropylphenyl)-4,5-dimethyl-3-(2,4,6-trimethylbenzyl)-imidazol-2-ylidenegold(I) chloride